N2-(2-(dimethylamino)ethyl)-6-methoxy-N2-methyl-3-nitropyridine-2,5-diamine CN(CCN(C1=NC(=C(C=C1[N+](=O)[O-])N)OC)C)C